C(CCCCCCCCCCC\C=C/CCCCCCCC)C(C(=O)N)CCCCCCCCCCCCCCCC erucyl-stearamide